C1(CC1)N1C(=NC(=C1)C(F)(F)F)C1=CC=C(C=C1)CN [4-[1-cyclopropyl-4-(trifluoromethyl)-1H-imidazol-2-yl]phenyl]methylamine